ClC1=C(CC2=C(C=NN2S(N(C)C)(=O)=O)C(=O)OCC)C=C(C=C1)C ethyl 5-(2-chloro-5-methylbenzyl)-1-(N,N-dimethylsulfamoyl)-1H-pyrazole-4-carboxylate